(2R)-2-(methoxymethyl)-4-(4-(trifluoromethyl)phenyl)pyrrolidine COC[C@@H]1NCC(C1)C1=CC=C(C=C1)C(F)(F)F